CN(C1=CC=C(C(=O)OCCCC)C=C1)C butyl N,N-dimethyl-para-aminobenzoate